O1C(C1)CCCCCCO 6-(oxiran-2-yl)hexan-1-ol